5-bromo-7-chloronaphthalene BrC1=C2C=CC=CC2=CC(=C1)Cl